5-(1'-isobutyl-[1,4'-bipiperidin]-4-yl)-3,7-dimethyl-2-(4-(methylsulfonyl)phenyl)-3H-imidazo[4,5-b]pyridine C(C(C)C)N1CCC(CC1)N1CCC(CC1)C1=CC(=C2C(=N1)N(C(=N2)C2=CC=C(C=C2)S(=O)(=O)C)C)C